C1(C=CC=C1)[Ti] cyclopentadienyltitanium